OS(=O)(=O)C(F)(F)F.CN1CC2=C(C=CC=C2C=C1C1=CC=C(C=C1)F)OC 2-methyl-3-(4-fluorophenyl)-8-methoxyisoquinoline triflate